C(C)OC(C(C)(C)OC1=C(C=C(C=C1C)CN1CCN(CC1)CC1=CC=C(C=C1)C(F)(F)F)Cl)=O 2-(2-chloro-4-((4-(4-(trifluoromethyl)benzyl)piperazin-1-yl)methyl)-6-methylphenoxy)-2-methylpropanoic acid ethyl ester